6,7-dihydro-5H-pyrazolo[1,5-a]pyridin-4-one N1=CC=C2N1CCCC2=O